CC=1C(=C(C(=O)O)C=CC1)O.C(C=1C(O)=CC=CC1)(=O)OC Methyl salicylate (methyl 2-hydroxybenzoate)